(2S,3S)-1-(((S)-4-amino-1-(5-((1S,2R)-1-amino-2-hydroxypropyl)-1,3,4-oxadiazol-2-yl)-4-oxobutyl)carbamoyl)-3-hydroxytetrahydropyrrole-2-carboxylic acid NC(CC[C@@H](C=1OC(=NN1)[C@H]([C@@H](C)O)N)NC(=O)N1[C@@H]([C@H](CC1)O)C(=O)O)=O